C1(CC1)CC[C@@H](C(=O)N1CCC2=C(C=CC=C12)OCCN(C)C)NC(OCC1=CC=CC=C1)=O benzyl (S)-(4-cyclopropyl-1-(4-(2-(dimethylamino)ethoxy)indolin-1-yl)-1-oxobutan-2-yl)carbamate